(benzylamino)-N-methyl-3-(5-methyl-1,3,4-oxadiazol-2-yl)benzenesulfonamide C(C1=CC=CC=C1)NC1=C(C=CC=C1C=1OC(=NN1)C)S(=O)(=O)NC